N'-(2-cyano-4-((4-methyl-4,5-dihydrooxazol-2-yl)amino)phenyl)-N,N-dimethylformamidine C(#N)C1=C(C=CC(=C1)NC=1OCC(N1)C)N=CN(C)C